N1(N=CN=C1)C(C1=CC=C(C#N)C=C1)C1=CC=C(C#N)C=C1 4,4'-(1H-1,2,4-triazol-1-ylmethylene)-bis-benzonitrile